2-(5-tert-butylpyridin-2-yl)-2,2-difluoroacetic acid C(C)(C)(C)C=1C=CC(=NC1)C(C(=O)O)(F)F